C(C#C)C(COC=1C(=CC2=C(NC(C3N(C2=O)CC(C3)=C)=O)C1)OC)COC=1C(=CC3=C(NC(C2N(C3=O)CC(C2)=C)=O)C1)OC 8,8'-((2-(prop-2-yn-1-yl)propane-1,3-diyl)bis(oxy))bis(7-methoxy-2-methylene-2,3-dihydro-1H-benzo[e]pyrrolo[1,2-a][1,4]diazepine-5,11(10H,11aH)-dione)